ClC=1C(=NC(=NC1)Cl)Cl 5-chloro-2,4-dichloropyrimidine